N-(1-((2R)-2-Methyl-4-(3-(tetrahydro-1H-furo[3,4-c]pyrrol-5(3H)-yl)-4-(trifluoromethyl)benzyl)piperazine-1-carbonyl)-1H-pyrazol-3-yl)methanesulfonamide C[C@H]1N(CCN(C1)CC1=CC(=C(C=C1)C(F)(F)F)N1CC2C(C1)COC2)C(=O)N2N=C(C=C2)NS(=O)(=O)C